C(C)S(=O)(=O)CCN1N=CC=2C(=CC=CC12)N 1-(2-ethylsulfonylethyl)indazol-4-amine